2-bromo-5-(cyclopropylmethoxy)benzoic acid BrC1=C(C(=O)O)C=C(C=C1)OCC1CC1